mercaptobutane-2,3-diol SCC(C(C)O)O